ClC=1C=CC(=C(C1)C=1C(=C(C(=C(C1)OC)O)O)C=O)[N+](=O)[O-] 5'-chloro-3,4-dihydroxy-5-methoxy-2'-nitro-[1,1'-biphenyl]-2-carboxaldehyde